N-(6-amino-5-ethyl-3-pyridyl)-2-[(2R,5S)-4-(2-cyclopropylacetyl)-2-(4-fluorophenyl)-5-methyl-piperazin-1-yl]-2-oxo-acetamide NC1=C(C=C(C=N1)NC(C(=O)N1[C@@H](CN([C@H](C1)C)C(CC1CC1)=O)C1=CC=C(C=C1)F)=O)CC